N-(2-((4-(2-((3-(1H-Imidazol-1-yl)benzyl)((5-methoxypyridin-3-yl)methyl)amino)ethyl)phenyl)carbamoyl)-4,5-dimethoxyphenyl)-4-oxo-4H-chromene-2-carboxamide N1(C=NC=C1)C=1C=C(CN(CCC2=CC=C(C=C2)NC(=O)C2=C(C=C(C(=C2)OC)OC)NC(=O)C=2OC3=CC=CC=C3C(C2)=O)CC=2C=NC=C(C2)OC)C=CC1